3-cyclopropyl-5-iodo-7,8-dihydro-6H-cyclopenta[g]Isoquinoline-7-carboxylic acid C1(CC1)C=1N=CC2=CC3=C(C(=C2C1)I)CC(C3)C(=O)O